ClC1=C(C=CC(=C1)F)C#CC(=O)OC1=NC(=CC=C1)N(C)CCC(=O)OC 6-((3-methoxy-3-oxopropyl)(methyl)amino)pyridin-2-yl 3-(2-chloro-4-fluorophenyl)propiolate